N1C(=CC2=NC=CC=C12)S(=O)[O-] 4-aza-indolsulfinate